C1(=CC=CC=C1)NC1=NC=CC(=N1)OC1=CC=C(C2=CC=CC=C12)NC(N)=O 3-(4-(2-(phenylamino)pyrimidin-4-yloxy)naphthalen-1-yl)urea